2,7-diphenylamino-benzothiadiazole C1(=CC=CC=C1)NN1SC2=C(N1)C=CC=C2NC2=CC=CC=C2